Cl.NC[C@]1(C(NC(N1)=O)=O)C=1N=NC=CC1 |r| rac-5-(aminomethyl)-5-(pyridazin-3-yl)imidazolidine-2,4-dione hydrochloride